ClC1=CC=C(C(=N1)C(=O)O)N[C@H](C)C1=C2N=C(C(=NC2=CC(=C1)C)C#N)N1CC2(CCC2)C(C1)O 6-chloro-3-(((1R)-1-(2-cyano-3-(8-hydroxy-6-azaspiro[3.4]octan-6-yl)-7-methylquinoxalin-5-yl)ethyl)amino)picolinic acid